tert-butyl (4S)-4-carbamoyl-4-[5-(2,2-dimethylpiperazin-1-yl)-1-oxo-3H-isoindol-2-yl]butanoate C(N)(=O)[C@H](CCC(=O)OC(C)(C)C)N1C(C2=CC=C(C=C2C1)N1C(CNCC1)(C)C)=O